(2,2-dimethylcyclopropyl)(2-(5-(p-tolyl)-1H-imidazol-2-yl)piperidin-1-yl)methanone CC1(C(C1)C(=O)N1C(CCCC1)C=1NC(=CN1)C1=CC=C(C=C1)C)C